CN(C)CC=1SC(=CN1)C1=NC(=NC=C1C(F)(F)F)NC1CCN(CC1)S(=O)(=O)C 4-[2-[(Dimethylamino)methyl]-1,3-thiazol-5-yl]-N-(1-methylsulfonyl-piperidin-4-yl)-5-(trifluoromethyl)pyrimidin-2-amine